N1(C=CC=C1)C(CC(=O)N1CCC(CC1)(O)CN1C=NC=2C(C1=O)=NN(C2C=2C=C1CCC(C1=CC2)=O)C)C 6-((1-(3-(1H-pyrrol-1-yl)butyryl)-4-hydroxypiperidin-4-yl)methyl)-2-methyl-3-(1-oxo-2,3-dihydro-1H-inden-5-yl)-2H-pyrazolo[4,3-d]pyrimidin-7(6H)-one